Ammonium hypochlorit Cl[O-].[NH4+]